FC(C=1C=CC(=NC1)OC1CC2CN(C1C2)C=O)(F)F (6-((5-(trifluoromethyl)pyridin-2-yl)oxy)-2-azabicyclo[2.2.1]heptan-2-yl)methanone